BrC1=C(CCN(C(OC(C)(C)C)=O)CCC2=NC(=CC=C2[N+](=O)[O-])OC)C=C(C=C1)F tert-butyl (2-bromo-5-fluorophenethyl)(2-(6-methoxy-3-nitropyridin-2-yl)ethyl)-carbamate